N-{4-chloro-2-fluoro-3-[6-oxo-4-(6-phenylpyridin-3-yl)-1,6-dihydropyrimidin-2-yl]benzyl}isobutyramide ClC1=C(C(=C(CNC(C(C)C)=O)C=C1)F)C=1NC(C=C(N1)C=1C=NC(=CC1)C1=CC=CC=C1)=O